FC=1C(=NC=CC1C)N 3-fluoro-4-methyl-pyridin-2-amine